C(C)(C)(C)C=1C=C(C2=C(N=C(O2)C2=CC=C(C=C2)NC(C)=O)C1)C(C)(C)C N-(4-(5,7-di-tert-butylbenzo[d]oxazol-2-yl)phenyl)acetamide